CC(CCCCCCCCCCCC)CCCC(CCCC(CCCCCCCCCCCCCCCC)C)C 13,17,21-Trimethylheptatriacontane